BrC1=CC2=C(N=C(N=C2)SC)N(C1=O)C 6-bromo-8-methyl-2-(methylthio)pyrido[2,3-d]pyrimidin-7(8H)-one